O=S1(CC2(C1)CC(C2)NC2=NC=CC(=N2)C2=C(N=C(S2)C21CC(C2)(C1)F)C=1C(=C(C=CC1)NS(=O)(=O)C1=C(C=CC=C1F)F)F)=O N-(3-(5-(2-((2,2-dioxido-2-thiaspiro[3.3]heptan-6-yl)amino)pyrimidin-4-yl)-2-(3-fluorobicyclo[1.1.1]pentan-1-yl)thiazol-4-yl)-2-fluorophenyl)-2,6-difluorobenzenesulfonamide